CN1N=C(C=C1)NC1=NC=C(C(=N1)N1OCCC1C1=CC=CC=C1)C(F)(F)F N-(1-methyl-1H-pyrazol-3-yl)-4-(3-phenylisooxazolidin-2-yl)-5-(trifluoromethyl)pyrimidin-2-amine